C[C@H]1C(=NNC(O1)=O)C1=CC(=C(C=C1)CN1CCOCC1)C(F)(F)F (6S)-6-methyl-5-{4-[(morpholin-4-yl)methyl]-3-(trifluoromethyl)phenyl}-3,6-dihydro-2H-1,3,4-oxadiazin-2-one